(3,5-difluoro-4-{[7-(2-hydroxyethoxy)-6-methoxyquinolin-4-yl]oxy}-phenyl)pyridine-3-carboxamide FC=1C=C(C=C(C1OC1=CC=NC2=CC(=C(C=C12)OC)OCCO)F)C1=NC=CC=C1C(=O)N